tert-butyl (1-(6-chloro-3-cyanopyridin-2-yl)piperidin-4-yl)carbamate ClC1=CC=C(C(=N1)N1CCC(CC1)NC(OC(C)(C)C)=O)C#N